[N+](=O)([O-])C1=C(C=C(C=C1)C=1C=CC2=C(N(N=N2)C2=CC(=C(C(=C2)OC)OC)OC)C1)C(F)(F)F 6-(4-nitro-3-(trifluoromethyl)phenyl)-1-(3,4,5-trimethoxyphenyl)-1H-benzo[d][1,2,3]triazole